C1C(C)S1.OCCN(CCN(CCN(C)C)C)C N-(2-hydroxyethyl)-N,N',N'',N''-tetramethyl-diethylenetriamine 1,2-propylene sulfide